FC1=C(C(=CC=C1)F)N1N=C(CC1)NC(C)=O N-[1-(2,6-difluorophenyl)-4,5-dihydro-1H-pyrazol-3-yl]acetamide